COC=1C=C(C=CC1OC)C1=NC(=NC=C1C(=O)NCCN1CCOCC1)C(F)(F)F 4-(3,4-dimethoxyphenyl)-N-(2-morpholinoethyl)-2-(trifluoromethyl)pyrimidine-5-carboxamide